1,3,4,8-tetra(carboxyphenyl)pyrene C(=O)(O)C1=C(C=CC=C1)C1=CC(=C2C(=CC3=CC=C(C4=CC=C1C2=C34)C3=C(C=CC=C3)C(=O)O)C3=C(C=CC=C3)C(=O)O)C3=C(C=CC=C3)C(=O)O